potassium dihydrogen phosphate disodium hydrogen phosphate P(=O)(O)([O-])[O-].[Na+].[Na+].P(=O)(O)(O)[O-].[K+]